CSC1=C(C=C(C(=C1)N)SC)N 2,5-bis(methylthio)-1,4-phenylenediamine